NC1CN(C1)C1=CC(=C(C=C1)C1C(N(C(CC1)=O)CO)=O)Cl 3-(4-(3-aminoazetidin-1-yl)-2-chlorophenyl)-1-(hydroxymethyl)piperidine-2,6-dione